C1(CCCC1)N1C(=CC2=C1N=C(N=C2)NC2=CC=C(C=C2)N2CCNCC2)C(=O)N(C)C 7-cyclopentyl-N,N-dimethyl-2-(4-piperazin-1-yl-anilino)pyrrolo[2,3-d]pyrimidine-6-carboxamide